((8S)-4-amino-6-methyl-5-(quinolin-3-yl)-8,9-dihydropyrimido[5,4-b]indolizin-8-yl-9-d)acrylamide NC1=NC=NC2=C1C(=C1C(=C[C@H](C(N21)[2H])C(C(=O)N)=C)C)C=2C=NC1=CC=CC=C1C2